(R)-5-(tert-butyl)-7-fluoro-3-isopropyl-8-methoxy-2,3,4,5-tetrahydrobenzo[f][1,2,5]thiadiazepine 1,1-dioxide C(C)(C)(C)N1C[C@H](NS(C2=C1C=C(C(=C2)OC)F)(=O)=O)C(C)C